(S)-5-Fluoro-2-methyl-1-(naphthaleN-1-yl)-1H-benzo[d]imidazole FC1=CC2=C(N(C(=N2)C)C2=CC=CC3=CC=CC=C23)C=C1